ethyl (S)-1-((10-hydroxy-7-(4,4,4-trifluoro-2-(2,2,2-trifluoroethyl)butanoyl)-7-azaspiro[4.5]decan-10-yl)methyl)-6-oxo-4-phenyl-1,6-dihydropyridine-3-carboxylate O[C@]1(CCN(CC12CCCC2)C(C(CC(F)(F)F)CC(F)(F)F)=O)CN2C=C(C(=CC2=O)C2=CC=CC=C2)C(=O)OCC